CS(=O)(=O)N1CC2(CN(C3=CC=CN=C3C2)C2=CC=C(C=C2)C(F)(F)F)CC1 1-(methylsulfonyl)-1'-(4-(trifluoromethyl)phenyl)-1',4'-dihydro-2'H-spiro-[pyrrolidine-3,3'-[1,5]-naphthyridine]